N-(5-cyano-6-(2H-1,2,3-triazol-2-yl)pyridin-3-yl)-1-(1-methyl-1H-indazol-7-yl)-5-(trifluoromethyl)-1H-pyrazole-4-carboxamide C(#N)C=1C=C(C=NC1N1N=CC=N1)NC(=O)C=1C=NN(C1C(F)(F)F)C=1C=CC=C2C=NN(C12)C